FCC=1C(=NC=CC1)C(=O)N 3-fluoromethylpyridineamide